4-Amino-1-(4-amino-2-methylphenyl)-7-bromo-2-oxo-1,2-dihydroquinoline-3-carboxylic acid methyl ester COC(=O)C=1C(N(C2=CC(=CC=C2C1N)Br)C1=C(C=C(C=C1)N)C)=O